C1(CCCCC1)CC#CC#CC1=CC=C(C(=O)N[C@H](C(=O)NO)[C@](C(F)F)(C)O)C=C1 4-(5-cyclohexylpenta-1,3-diyn-1-yl)-N-((2S,3S)-4,4-difluoro-3-hydroxy-1-(hydroxyamino)-3-methyl-1-oxobutan-2-yl)benzamide